10-amino-2-cyclopropyl-3,3-difluoro-7-methyl-1,2,3,4-tetrahydro-[1,4]oxazepino[2,3-c]quinolin-6(7H)-one NC1=CC=2C3=C(C(N(C2C=C1)C)=O)OCC(C(N3)C3CC3)(F)F